FC1(C(C1)C(=O)O)F 2,2-difluorocyclopropanecarboxylic Acid